C(CCCCCCCCCCCCCCC)C(C(=O)N)CC(=O)O hexadecylsuccinic acid amide